[1-14C]acetaldehyde [14CH](C)=O